NC(CC(=O)O)CC(=O)O 3-AMINOPENTANEDIOIC ACID